N1CCC(CC1)N1N=CC(=C1)NC(=O)C=1C=C2C(=NC1)NC=C2C2=CC=1N(C=C2)N=CC1C(NC=1C=NC=CC1)=O N-(1-(piperidin-4-yl)-1H-pyrazol-4-yl)-3-(3-(pyridin-3-ylcarbamoyl)pyrazolo[1,5-a]pyridin-5-yl)-1H-pyrrolo[2,3-b]pyridine-5-carboxamide